[6-(3-cyclopropyl-1H-1,2,4-triazol-5-yl)-2-azaspiro[3.3]heptan-2-yl]-[6-[4-(trifluoromethoxy)benzyl]-2-azaspiro[3.3]heptan-2-yl]methanone C1(CC1)C1=NNC(=N1)C1CC2(CN(C2)C(=O)N2CC3(C2)CC(C3)CC3=CC=C(C=C3)OC(F)(F)F)C1